N-(4-fluorobenzyl)-4-(1H-pyrazol-1-yl)-6-(2-oxa-5,8-diazaspiro[3.5]nonan-8-yl)-1,3,5-triazin-2-amine FC1=CC=C(CNC2=NC(=NC(=N2)N2N=CC=C2)N2CCNC3(COC3)C2)C=C1